methyl 4-((tert-butyldimethylsilyl)oxy)bicyclo(2.2.2)octane-1-carboxylate [Si](C)(C)(C(C)(C)C)OC12CCC(CC1)(CC2)C(=O)OC